OC=1C=C(C=CC1)C1=CCC(CN1C(=O)OC(C)(C)C)C tert-Butyl 6-(3-hydroxyphenyl)-3-methyl-3,4-dihydro-2H-pyridine-1-carboxylate